1-amino-4-(1-isopropyl-1H-pyrazol-3-yl)-3-methyl-1H-pyrrole-2-carboxylic acid methyl ester COC(=O)C=1N(C=C(C1C)C1=NN(C=C1)C(C)C)N